Cl.N[C@@H]1CC[C@H](OC1)CN1CCC2(CN(C2)C2=NC=NC=C2OC2=C(C(=O)N(C(C)C)CCC#N)C=C(C=C2)F)CC1 2-((4-(7-(((2S,5R)-5-aminotetrahydro-2H-pyran-2-yl)methyl)-2,7-diazaspiro[3.5]nonan-2-yl)pyrimidin-5-yl)oxy)-N-(2-cyanoethyl)-5-fluoro-N-isopropylbenzamide hydrochloride